[Si](C)(C)(C(C)(C)C)O[C@H]1C[C@H](C2(C1)CCN(CC2)C(=O)OC(C)(C)C)N[S@](=O)C(C)(C)C tert-butyl (1R,3R)-3-[(tert-butyldimethylsilyl) oxy]-1-{[(R)-2-methylpropan-2-sulfinyl] amino}-8-azaspiro[4.5]decane-8-carboxylate